N(=[N+]=[N-])CC1=CC=C(C=C1)OC 1-(azidomethyl)-4-(methoxyl)benzene